CC(CNC1=NC(=NC(=N1)C1=CC=CC=C1)NC1=CC=CC=C1)(C)O 2-methyl-1-(4-phenyl-6-phenylamino-[1,3,5]Triazin-2-yl-amino)-propan-2-ol